(1S,3S)-3-((6-(5-(((sec-Butyl(methyl)carbamoyl)oxy)methyl)-1-methyl-1H-pyrazol-4-yl)pyridin-3-yl)oxy)cyclohexan C(C)(CC)N(C(=O)OCC1=C(C=NN1C)C1=CC=C(C=N1)OC1CCCCC1)C